(2R,3S,4S,5R)-3-(3,4-difluoro-2-vinyl-phenyl)-4,5-dimethyl-5-(trifluoromethyl)tetrahydrofuran FC=1C(=C(C=CC1F)[C@H]1CO[C@]([C@H]1C)(C(F)(F)F)C)C=C